BrC=1C(=C(C=CC1)C1=CC(=C(C(=N1)OC)CN(C(OC(C)(C)C)=O)C[C@H]1NC(CC1)=O)Cl)Cl (S)-tert-butyl ((6-(3-bromo-2-chlorophenyl)-4-chloro-2-methoxy pyridin-3-yl) methyl)((5-oxopyrrolidin-2-yl)methyl)carbamate